CON1C=C(C2=CC=CC=C21)C/C(=N/OS(=O)(=O)O)/S[C@H]3[C@@H]([C@H]([C@@H]([C@H](O3)CO)O)O)O The molecule is an indolyl carbohydrate that is glucobrassicin methoxy substituted at position 1 of the indole moiety. It is an indolyl carbohydrate and an indolylmethylglucosinolic acid. It derives from a glucobrassicin. It is a conjugate acid of a neoglucobrassicin(1-).